(15Z,18Z)-N,N-dimethyltetracosa-15,18-dien-7-amine CN(C(CCCCCC)CCCCCCC\C=C/C\C=C/CCCCC)C